methyl (E)-3-(3-(N-((4-(2-methyl-1H-benzo[d]imidazol-6-yl)phenyl)methyl-d)cyclohexanecarboxamido)phenyl)acrylate CC1=NC2=C(N1)C=C(C=C2)C2=CC=C(C=C2)C(N(C(=O)C2CCCCC2)C=2C=C(C=CC2)/C=C/C(=O)OC)[2H]